BrC=1C=C2C=NN(C2=CC1F)COCC[Si](C)(C)C 5-bromo-6-fluoro-1-((2-(trimethylsilyl)ethoxy)methyl)-1H-indazole